2-methyl-1,3-di-n-butyl-4,5,6,7-tetrahydrobenzimidazolium CC=1N(C2=C([N+]1CCCC)CCCC2)CCCC